t-butylphenyl-silane C(C)(C)(C)[SiH2]C1=CC=CC=C1